2-amino-3-chloro-5-fluoro-benzoic acid NC1=C(C(=O)O)C=C(C=C1Cl)F